C(C)(C)(C)OC(=O)N[C@@H]([C@@H](C(=O)N[C@@H](C(=O)OC(C)(C)C)C1=CC(=CC(=C1)OC(F)(F)F)Cl)O)CC1=CC=CC=C1 (R)-tert-butyl 2-((2S,3R)-3-((tert-butoxycarbonyl)amino)-2-hydroxy-4-phenylbutanamido)-2-(3-chloro-5-(trifluoromethoxy)phenyl)acetate